6,7-dimethoxy-4-(4-nitrophenoxy)quinolone COC=1C=C2C(=CC(NC2=CC1OC)=O)OC1=CC=C(C=C1)[N+](=O)[O-]